CC1=C2[C@@H](C[C@H]1C3=COC=C3)O[C@H]4[C@@]2([C@@H]([C@@]5([C@@H]([C@H]4OC(=O)C)[C@](C=CC5=O)(C)O)C)CC(=O)OC)C The molecule is a limonoid found in Azadirachta indica. It has a role as a plant metabolite. It is an acetate ester, a cyclic terpene ketone, an enone, a member of furans, a limonoid, a tetracyclic triterpenoid and a methyl ester.